{2-[(1-{[2-(benzyloxy)naphthalen-1-yl]methyl}naphthalen-2-yl)methoxy]ethyl}diethylamine C(C1=CC=CC=C1)OC1=C(C2=CC=CC=C2C=C1)CC1=C(C=CC2=CC=CC=C12)COCCN(CC)CC